BrC1=C(C=CC(=C1)S(=O)(=O)C)OC 2-bromo-1-methoxy-4-(methylsulfonyl)benzene